C(C(=O)O)(=O)O.FC1=CC2=C(C(=NO2)C2CCN(CC2)CCCOC=2SC(=CN2)C=2OC(=NN2)C)C=C1 6-Fluoro-3-(1-{3-[5-(5-methyl-[1,3,4]oxadiazol-2-yl)-thiazol-2-yloxy]-propyl}-piperidin-4-yl)-benzo[d]isoxazole oxalate